C(=O)(OC(C)(C)C)N[C@H]([C@@H]1CO1)CC1=CC=CC=C1 (2R,3S)-N-BOC-3-amino-1,2-epoxy-4-phenylbutane